NCC(CN1N=CN(C1=O)CC=1SC(=CC1F)C=1C=NC(=CC1)N(C)C)=C(F)F 2-(2-(aminomethyl)-3,3-difluoroallyl)-4-((5-(6-(dimethylamino)pyridin-3-yl)-3-fluorothiophen-2-yl)methyl)-2,4-dihydro-3H-1,2,4-triazol-3-one